[Br-].[Mg+2].C(C)(C)[Se+].[Br-].[Br-] isopropyl-selenium magnesium bromide salt